FC(C=1N(C(C2=C(N1)C(=NC(=N2)[C@H]2C[C@H](OCC2)C2=CC(=NC=C2)OC)C21CC(C2)(C1)C(F)(F)F)=O)C)F 2-(difluoromethyl)-6-[(2S,4R)-2-(2-methoxy-4-pyridyl)tetrahydropyran-4-yl]-3-methyl-8-[3-(trifluoromethyl)-1-bicyclo[1.1.1]pentanyl]pyrimido[5,4-d]pyrimidin-4-one